1-(N-(2-methoxyethyl)sulfamoyl)-N-(2-methoxypyridin-3-yl)-3-phenylazetidine-3-carboxamide COCCNS(=O)(=O)N1CC(C1)(C(=O)NC=1C(=NC=CC1)OC)C1=CC=CC=C1